trifluoromethanesulfonic acid silver salt [Ag+].FC(S(=O)(=O)[O-])(F)F